3-(9-((4-(aminomethyl)-2,6-dimethylphenyl)carbamoyl)-4,5-dihydrobenzo[b]thieno[2,3-d]oxepin-8-yl)-6-((4-hydroxybutyl)carbamoyl)picolinic acid NCC1=CC(=C(C(=C1)C)NC(=O)C1=CC2=C(OCCC3=C2SC=C3)C=C1C=1C(=NC(=CC1)C(NCCCCO)=O)C(=O)O)C